Xylitol C([C@H](O)[C@@H](O)[C@H](O)CO)O